(3-fluoro-4-(methoxycarbonyl)phenyl)-5-(2-fluoro-6-methoxyphenyl)-1H-pyrazolo[3,4-c]pyridine-1-carboxylic acid tert-butyl ester C(C)(C)(C)OC(=O)N1N=C(C=2C1=CN=C(C2)C2=C(C=CC=C2OC)F)C2=CC(=C(C=C2)C(=O)OC)F